5-Cyano-2-ethyl-1-(3-methoxy-5-(3,3,3-trifluoro-2,2-dimethylpropyl)pyridin-2-yl)-1H-imidazole-4-carboxylic Acid C(#N)C1=C(N=C(N1C1=NC=C(C=C1OC)CC(C(F)(F)F)(C)C)CC)C(=O)O